2-chloro-6-[2-(methylamino)ethyl]-N-[(1,3-thiazol-2-yl)methyl]-7H-pyrrolo[2,3-d]pyrimidin-4-amine ClC=1N=C(C2=C(N1)NC(=C2)CCNC)NCC=2SC=CN2